dimethyl diketone CC(C(=O)C)=O